CC1(OB(OC1(C)C)C1=C(C=CC=C1)NC(C)=O)C N-[2-(4,4,5,5-tetramethyl-1,3,2-dioxaborolan-2-yl)phenyl]acetamide